C(CCCCCCCCC)OC(CCCCCN(CCN(CCCCCC(=O)OCCCCCCCCCC)CCCCCC(=O)OCCCCCCCCCC)CCO)=O didecyl 6,6'-((2-((6-(decyloxy)-6-oxohexyl) (2-hydroxyethyl)amino)ethyl)azanediyl)dihexanoate